C(C)[C@H]1[C@H](COC1=O)CC=1N(CN(C1)C)COC(C1=C(C=CC=C1)C)=O 4-(((3R,4S)-4-ethyl-5-oxotetrahydrofuran-3-yl)methyl)-1-methyl-3-(((2-methylbenzoyl)oxy)methyl)-1h-imidazole